ClC1=C(NC2=NC=CC=C2C2=CC(=NC=N2)NC2=C(C=C(C=C2)OC2COCC2)[N+](=O)[O-])C(=C(C=C1OC)OC)Cl 6-[2-(2,6-dichloro-3,5-dimethoxy-anilino)-3-pyridinyl]-N-(2-nitro-4-tetrahydrofuran-3-yloxy-phenyl)pyrimidin-4-amine